OC1OC(CCC1)C hydroxy-6-methyloxan